BrC=1C=C(C(=NC1F)N)F (5-bromo-3,6-difluoro-2-pyridinyl)amine